1-Boc-4-(aminoethyl)piperidine C(=O)(OC(C)(C)C)N1CCC(CC1)CCN